ethyl-5-bromo-N-cyclopentyl-l-4-(difluoromethyl)pyridin-2-amine C(C)C=1C(=NC=C(C1C(F)F)Br)NC1CCCC1